ClC=1C(=C(CNC(CN(C(CN2N=C(C3=CC(=CC=C23)NC(=O)N(C2CN(C2)C)C)C(=O)N)=O)C2CC2)=O)C=CC1)F 1-(2-((2-(3-chloro-2-fluorobenzylamino)-2-oxoethyl)(cyclopropyl)amino)-2-oxoethyl)-5-(3-methyl-3-(1-methylazetidin-3-yl)ureido)-1H-indazole-3-carboxamide